COCCN(S(=O)(=O)NC=1C=C(C=NC1OCCCN(C)C)C1=CC=2C3=C(C=NC2C=C1)N(C(C31CCC1)=O)C)CCOC 8'-(5-{[Bis(2-methoxyethyl)sulfamoyl]amino}-6-[3-(dimethylamino)propoxy]pyridine-3-yl)-3'-methyl-2',3'-dihydrospiro[cyclobutane-1,1'-pyrrolo[2,3-c]quinoline]-2'-one